C(#N)C1=C(OC=2C=C3C(N(C=NC3=CC2)C2COC3(C2)CCN(CC3)C(=O)OC(C)(C)C)=O)C(=CC=C1F)F tert-butyl 3-[(3R)-6-(2-cyano-3,6-difluoro-phenoxy)-4-oxo-quinazolin-3-yl]-1-oxa-8-azaspiro[4.5]decane-8-carboxylate